trans-4-(4-amino-3-(4-phenoxyphenyl)-1H-pyrazolo[3,4-d]pyrimidin-1-yl)-3-fluoropiperidine-1-carboxylic acid tert-butyl ester C(C)(C)(C)OC(=O)N1C[C@H]([C@@H](CC1)N1N=C(C=2C1=NC=NC2N)C2=CC=C(C=C2)OC2=CC=CC=C2)F